Cl.Cl.C(CC)C1(CN2CCC1CC2)N 3-Propylquinuclidin-3-amine dihydrochloride